1-(4-(2-(3,4-dihydroxy-5-methoxyphenyl)-1-(pent-4-enoyl)-1H-benzo[d]imidazol-5-yl)piperazin-1-yl)pent-4-en-1-one OC=1C=C(C=C(C1O)OC)C1=NC2=C(N1C(CCC=C)=O)C=CC(=C2)N2CCN(CC2)C(CCC=C)=O